(2s,4r)-1-((S)-2-(2-chloroacetamido)-3,3-dimethylbutyryl)-4-hydroxy-N-(4-(4-methyl-1λ3,3λ2-thiazol-5-yl)benzyl)pyrrolidine-2-carboxamide ClCC(=O)N[C@H](C(=O)N1[C@@H](C[C@H](C1)O)C(=O)NCC1=CC=C(C=C1)C1=C([N]C=[S]1)C)C(C)(C)C